3-(2-bromo-4-chloro-5-methoxyphenyl)-1H-pyrazole BrC1=C(C=C(C(=C1)Cl)OC)C1=NNC=C1